(E)-2-(benzo[d]thiazole-2-yl)-3-(7-hydroxycoumarin-3-yl)acrylonitrile S1C(=NC2=C1C=CC=C2)\C(\C#N)=C\C=2C(OC1=CC(=CC=C1C2)O)=O